ethylene bis(ethyl chloroacetate) C(C)C(C(=O)OCCOC(C(Cl)CC)=O)Cl